6-chloro-2-ethynyl-8-fluoroquinoline-3-carbonitrile ClC=1C=C2C=C(C(=NC2=C(C1)F)C#C)C#N